((3,4-Dihydroxyphenyl)sulfonyl)-L-leucine OC=1C=C(C=CC1O)S(=O)(=O)N[C@@H](CC(C)C)C(=O)O